4-amino-3-(m-toluylamino)benzonitrile NC1=C(C=C(C#N)C=C1)NC=1C=C(C=CC1)C